tert-butyl 4-(aminomethyl)-3,5-dimethylbenzylcarbamate NCC1=C(C=C(CNC(OC(C)(C)C)=O)C=C1C)C